methyl (S)-3-(4-(5-(2-(2-(2-(2-azidoethoxy)ethoxy)ethoxy)ethoxy)-2-methyl-3-oxo-2,3-dihydropyridazin-4-yl)phenyl)-2-(2-chloronicotinamido)propanoate N(=[N+]=[N-])CCOCCOCCOCCOC1=C(C(N(N=C1)C)=O)C1=CC=C(C=C1)C[C@@H](C(=O)OC)NC(C1=C(N=CC=C1)Cl)=O